tert-butyl 2-(7-bromoquinoxalin-2-yl)-2,8-diazaspiro[4.5]decane-8-carboxylate BrC1=CC=C2N=CC(=NC2=C1)N1CC2(CC1)CCN(CC2)C(=O)OC(C)(C)C